1-(2-(2-Aminoethoxy)ethyl)-2-butyl-1H-imidazo[4,5-c]quinolin-4-amine NCCOCCN1C(=NC=2C(=NC=3C=CC=CC3C21)N)CCCC